The molecule is a cobalt coordination entity consisting of six amino groups bound to a central cobalt atom. It is a cobalt coordination entity and a trivalent inorganic cation. N.N.N.N.N.N.[Co+3]